pentafluorophenyl-1'-(di-tert-butylphosphino)ferrocene FC=1[C-](C=CC1)P(C(C)(C)C)C(C)(C)C.C1(=CC=CC=C1)[C-]1C(=C(C(=C1F)F)F)F.[Fe+2]